((5-(difluoromethoxy)-2-(2,2'-dimethyl-3'-((4-(pyrrolidin-1-ylmethyl)pyridin-2-yl)amino)-[1,1'-biphenyl]-3-yl)benzo[d]oxazol-6-yl)methyl)-L-proline FC(OC=1C(=CC2=C(N=C(O2)C=2C(=C(C=CC2)C2=C(C(=CC=C2)NC2=NC=CC(=C2)CN2CCCC2)C)C)C1)CN1[C@@H](CCC1)C(=O)O)F